3-acetyl-N-(2,3-dihydro-1,4-benzoxazin-4-yl)-6-methyl-7-(2,3,5-trifluorophenyl)pyrazolo[3,2-b][1,3]Thiazole-2-carboxamide C(C)(=O)C=1N2C(SC1C(=O)NN1CCOC3=C1C=CC=C3)=C(C(=N2)C)C2=C(C(=CC(=C2)F)F)F